CCCCCCCCCCCCCCCC(=O)OC[C@@H](COC(=O)CCCCCCCCCCCCC)OC(=O)CCCCCCCCCCCCCCC The molecule is a triacyl-sn-glycerol in which the 1-acyl group is tetradecanoyl while the 2- and 3-acyl groups are hexadecanoyl. It has a role as a human blood serum metabolite. It is a triacyl-sn-glycerol and a triacylglycerol 46:0. It derives from a tetradecanoic acid and a hexadecanoic acid.